BrC1=CC=C(C=C1)[C@@H](NC(OC(C)(C)C)=O)C(N(C)C1CCC1)=O tert-Butyl N-[(R)-(4-bromophenyl)[cyclobutyl(methyl)carbamoyl]methyl]carbamate